ClC1=C(C=C(C=2C(=C3N(C12)CCNC3)C=3C=NNC3)NCC#N)Cl 2-[[6,7-dichloro-10-(1H-pyrazol-4-yl)-1,2,3,4-tetrahydropyrazino[1,2-a]indol-9-yl]amino]acetonitrile